CC=1C(C2=CC3=CC(=CC=C3C2=CC1)C)=O 2,7-dimethylfluorenone